methyl 4-((2S,4R)-2-((difluoromethoxy)methyl)-4-(((trifluoromethyl)sulfonyl)oxy)pyrrolidin-1-yl)benzoate FC(OC[C@H]1N(C[C@@H](C1)OS(=O)(=O)C(F)(F)F)C1=CC=C(C(=O)OC)C=C1)F